(E)-3-(4-chlorophenyl)-2-phenylacrylic acid ClC1=CC=C(C=C1)/C=C(/C(=O)O)\C1=CC=CC=C1